(2-methyl-4-(4-oxocyclohexyl)butan-2-yl)carbamic acid tert-butyl ester C(C)(C)(C)OC(NC(C)(CCC1CCC(CC1)=O)C)=O